ethyl 2-propionyl-4-pentenoate C(CC)(=O)C(C(=O)OCC)CC=C